C(C)(C)(C)OP(=O)(OCC(CCC1=CC=C(C=C1)CCCCCCCC)(COCOC)NC(=O)OC(C)(C)C)C=1C(=C(C=CC1C)S(=O)(=O)[O-])CCOCCOCCOCCOCC (t-butoxy(2-((t-butoxycarbonyl)amino)-2-((methoxymethoxy)methyl)-4-(4-octylphenyl)butoxy)phosphoryl)-3,6,9,12-tetraoxatetradecyl-4-methylbenzenesulfonate